N[C@H]1[C@@H](CCNCC1)C1=C(C2=NC(=CC(=C2S1)NCC=1SC=CC1)Cl)Br 2-((4R,5R)-5-aminoazepan-4-yl)-3-bromo-5-chloro-N-(thiophen-2-ylmethyl)thieno[3,2-b]pyridin-7-amine